O=C1NC(CCC1N1C(C2=CC=CC(=C2C1=O)NCC(=O)N1CCN(CC1)CCCNC(=O)C1=C(NC(=C1C)\C=C\1/C(NC2=CC=C(C=C12)F)=O)C)=O)=O (Z)-N-(3-(4-((2-(2,6-dioxopiperidin-3-yl)-1,3-dioxoisoindolin-4-yl)glycyl)piperazin-1-yl)propyl)-5-((5-fluoro-2-oxoindolin-3-ylidene)methyl)-2,4-dimethyl-1H-pyrrole-3-carboxamide